FC1=CC=C(C(=O)O)C=C1.O1C(C=CC2=CC=CC=C12)=NO coumarin oxime p-fluorobenzoate